ClC=1C=NC=C(C1[C@@H](C)OC=1C=C2C(=NN(C2=CC1F)C1OCCCC1)C=1C=C(C(=NC1)N1CC(C1)(C)N1CCOCC1)F)Cl 4-(1-(5-(5-((R)-1-(3,5-dichloropyridin-4-yl)ethoxy)-6-fluoro-1-(tetrahydro-2H-pyran-2-yl)-1H-indazol-3-yl)-3-fluoropyridin-2-yl)-3-methylazetidin-3-yl)morpholine